dimethyl-acryloyl-sodium taurate NCCS(=O)(=O)O.CC(=CC(=O)[Na])C